6-(3-((2,4-difluorobenzyl)sulfonyl)-5-morpholinophenyl)pyridazin-3-amine FC1=C(CS(=O)(=O)C=2C=C(C=C(C2)N2CCOCC2)C2=CC=C(N=N2)N)C=CC(=C1)F